C/C(/C(=O)[O-])=C/C(=O)[O-] 2-methyl-maleate